triazanium [NH3+]NN